(S)-N-((3-(4'-((((1H-1,2,3-triazol-5-yl)methyl)amino)methyl)-2-fluoro-[1,1'-biphenyl]-4-yl)-2-oxooxazolidin-5-yl)methyl)acetamide N1N=NC=C1CNCC1=CC=C(C=C1)C1=C(C=C(C=C1)N1C(O[C@H](C1)CNC(C)=O)=O)F